NCCC=1C=NC=CC1 3-(aminoethyl)-pyridine